4-methylthiophene-2-carboxylic acid methyl ester COC(=O)C=1SC=C(C1)C